C(C1=CC=CC=C1)N1CCC2(CC1)NC=1N(C(N=C(C1)Cl)=O)C2 1'-Benzyl-7-chloro-1H-spiro[imidazo[1,2-c]pyrimidine-2,4'-piperidin]-5(3H)-one